CN(C=1SC2=C(N1)C=CC=C2)C N,N-dimethylbenzothiazol-2-amine